N1C=C(C2=CC=CC=C12)CCNC=1C2=C(N=C(N1)C=1C=NC=C(C#N)C1)C=CO2 5-(4-((2-(1H-indol-3-yl)ethyl)amino)furo[3,2-d]pyrimidin-2-yl)nicotinonitrile